tert-Butyl (1S,2R)-2-aminocyclohexylcarbamate N[C@H]1[C@H](CCCC1)NC(OC(C)(C)C)=O